O=S1(CCN=CC2=C1C=CC=C2)=O 1,1-dioxido-2,3-dihydrobenzo[f][1,4]thiazepine